C(C)(C)(C)OC(=O)[C@@H]1CNCC1.ClC1=NC=CC(=N1)C=1C(=NC=CC1)OC1=CC(=CC(=C1)OC)OC 2-chloro-4-(2-(3,5-dimethoxyphenoxy)pyridin-3-yl)pyrimidine tert-butyl-(3S)-pyrrolidine-3-carboxylate